ClC1=CC=C(C=C1)NC(=O)NC(C(=O)O)CC1=CC=CC=C1 2-({[(4-chlorophenyl)amino]carbonyl}amino)-3-phenylpropanoic acid